C(C)OC(=O)N/N=C/C1=C(C=CC=C1)O.C(C1=CC=CC=C1)NS(=O)(=O)C1=C(C=CC=C1)NS(=O)(=O)C1(CC=C(C)C=C1)CC1=CC=CC=C1 N-benzyl-(4-benzyl-(p-toluenesulfonyl)amino)benzenesulfonamide (E)-ethyl-2-(2-hydroxybenzylidene)hydrazinecarboxylate